S1C=NC2=C1C(=CC=C2)S(=O)(=O)CCC(=O)N2CC1CCC(C2)N1C=1C=CC(=C(C#N)C1)F 5-{3-[3-(1,3-benzothiazole-7-sulfonyl)propanoyl]-3,8-diazabicyclo[3.2.1]octan-8-yl}-2-fluorobenzonitrile